6-Chloro-3-[(1R)-1-(2-ethylsulfanyl-3,6-dimethyl-4-oxo-chromen-8-yl)ethoxy]-N-methoxy-pyridine-2-carboxamide ClC1=CC=C(C(=N1)C(=O)NOC)O[C@H](C)C=1C=C(C=C2C(C(=C(OC12)SCC)C)=O)C